FC1=C(C=C2C=CN(C(C2=C1)=O)CC[C@@H]1[C@H](CCCC1)NC=1C=NNC(C1C(F)(F)F)=O)C1=NC=C(C=N1)C(F)(F)F 7-fluoro-2-[2-[(1R,2S)-2-[[6-oxo-5-(trifluoromethyl)-1H-pyridazin-4-yl]amino]cyclohexyl]ethyl]-6-[5-(trifluoromethyl)pyrimidin-2-yl]isoquinolin-1-one